tert-Butyl ((4-(4-(4-(5-fluoro-3-(2-fluoro-4-(2-hydroxypropan-2-yl)benzamido)-2-methylphenyl)-7H-pyrrolo[2,3-d]pyrimidin-6-yl)benzyl)morpholin-2-yl)methyl)carbamate FC=1C=C(C(=C(C1)C=1C2=C(N=CN1)NC(=C2)C2=CC=C(CN1CC(OCC1)CNC(OC(C)(C)C)=O)C=C2)C)NC(C2=C(C=C(C=C2)C(C)(C)O)F)=O